2,7-difluoro-9a,10-dihydroindeno[1,2-a]inden-4b(9H)-ol FC=1C=C2CC3C(C2=CC1)(C=1C=CC(=CC1C3)F)O